benzoylAmine C(C1=CC=CC=C1)(=O)N